Pentafluoro-(2-((2-methylallyl)oxy)-2,2-diphenylethyl)-λ6-sulphane FS(CC(C1=CC=CC=C1)(C1=CC=CC=C1)OCC(=C)C)(F)(F)(F)F